C1(=CC=CC=C1)C=1C(C(CCC1)C1=CC=CC=C1)=O 2,6-diphenyl-cyclohexenone